O[C@@]1(CC[C@]23C4CC[C@@]5([C@H](CC[C@H]5[C@@H]4C[C@H](C2C1)OC3)C(C)=O)C)C 1-((3R,6R,8S,10S,13S,14S,17S)-3-hydroxy-3,13-dimethylhexadecahydro-6,10-(epoxymethano)cyclopenta[a]phenanthren-17-yl)ethan-1-one